F[B-](F)(F)F.C(C)N1CC=CC=C1 N-ethyl-pyridine tetrafluoroborate